(3S,4S)-3-[[6-(6-cyclopropyl-7-methoxy-imidazo[1,2-b]pyridazin-3-yl)-2-pyridinyl]amino]-4-fluoro-pyrrolidine-1-carboxylic acid tert-butyl ester C(C)(C)(C)OC(=O)N1C[C@@H]([C@H](C1)F)NC1=NC(=CC=C1)C1=CN=C2N1N=C(C(=C2)OC)C2CC2